5-fluoro-pyridine-2-carboxylate FC=1C=CC(=NC1)C(=O)[O-]